C(C)SC1=C2CCN(C2=CC(=C1NC(CC(C)(C)C)=O)C)CC1=CC=C(C=C1)F N-[4-ethylsulfanyl-1-[(4-fluorophenyl)methyl]-6-methyl-indolin-5-yl]-3,3-dimethyl-butyramide